3-(5-aminopyridin-4-yl)-5-fluorobenzonitrile NC=1C(=CC=NC1)C=1C=C(C#N)C=C(C1)F